C(#N)C=1C=CC(=C(C1)C1=C(C=NC(=C1)C)C(=O)NC=1SC=2C(=NC=C(N2)[C@@H]2COCC2)N1)OC |o1:26| 4-(5-cyano-2-methoxyphenyl)-6-methyl-N-{6-[(3R or S)-oxolan-3-yl]-[1,3]thiazolo[4,5-b]pyrazin-2-yl}pyridine-3-carboxamide